O=C1NC(CCC1N1C(C2=CC=C(C=C2C1)N1CCC(CC1)CCCN1CCN(CC1)C1=CC=C(C(=O)C=2C3=C(SC2C2=CC=C(C=C2)B(O)O)C=C(C=C3)O)C=C1)=O)=O (4-(3-(4-(4-(3-(1-(2-(2,6-dioxopiperidin-3-yl)-1-oxoisoindolin-5-yl)piperidin-4-yl)propyl)piperazin-1-yl)benzoyl)-6-hydroxybenzo[b]thiophen-2-yl)phenyl)boronic acid